bis-trimethylolpropane monomethacrylate C(C(=C)C)(=O)O.C(O)C(CC)(CO)CO.C(O)C(CC)(CO)CO